C(N)(=O)C1=CC(=C(COC2=NC=CC(=N2)C2=CC(=C(CC3=NC4=C(N3C[C@H]3OCC3)C=C(C=C4)C(=O)O)C=C2F)F)C=C1)F (S)-2-(4-(2-((4-carbamoyl-2-fluorobenzyl)oxy)pyrimidin-4-yl)-2,5-difluorobenzyl)-1-(oxetan-2-ylmethyl)-1H-benzo[d]imidazole-6-carboxylic acid